(S)-2-(6-Cyanobenzo[d]oxazol-2-yl)-6-methoxy-5-((5-methoxypyridin-2-yl)methoxy)-1,2,3,4-tetrahydroisoquinoline-3-carboxylic acid C(#N)C1=CC2=C(N=C(O2)N2CC3=CC=C(C(=C3C[C@H]2C(=O)O)OCC2=NC=C(C=C2)OC)OC)C=C1